C1(CCCCC1)N1N=CC(=C1)CN1CCC2(CC1)COC1=C3CN(C(C3=CC=C12)=O)C1C(NC(CC1)=O)=O 3-(1'-((1-cyclohexyl-1H-pyrazol-4-yl)methyl)-6-oxo-6,8-dihydro-2H,7H-spiro[furo[2,3-e]isoindole-3,4'-piperidin]-7-yl)piperidine-2,6-dione